C(CCCCCCC)C=1C=C2COC(C2=CC1)=O 5-octylisobenzofuran-1(3H)-one